CC1=C(C=CC=C1)S(=O)(=O)NS(=O)(=O)C1=CC=C(C)C=C1 methyl-N-tosylbenzenesulfonamide